F[B-](F)(F)F.C(CCC)[N+](CCCC)(CCCC)CCCC tetrabutyl-ammonium tetrafluoroborate